1-(tert-butyl)-N-(3-(2-chloropyrimidin-4-yl)-5-fluoro-2-methylphenyl)-1H-pyrazole-4-carboxamide C(C)(C)(C)N1N=CC(=C1)C(=O)NC1=C(C(=CC(=C1)F)C1=NC(=NC=C1)Cl)C